succinic acid nickel succinate C(CCC(=O)[O-])(=O)[O-].[Ni+2].C(CCC(=O)O)(=O)O